OC1=CC=CC2=C1C(=C(O2)C(=O)N/N=C/C2=C(C=CC=C2O)Cl)C (E)-4-hydroxy-3-methyl-N'-(2-chloro-6-hydroxybenzylidene)benzofuran-2-carbohydrazide